acrylic acid acrylate C(C=C)(=O)O.C(C=C)(=O)O